C(#N)CNC=1C(=C(C(=O)OC)C=CC1)F methyl 3-((cyanomethyl) amino)-2-fluorobenzoate